3-((2S)-2-hydroxy-3-(8-(2-methoxy-5-methylphenylsulfonyl)-1-oxa-8-azaspiro[4.5]decan-3-ylamino)propoxy)-N-methylbenzenesulfonamide O[C@H](COC=1C=C(C=CC1)S(=O)(=O)NC)CNC1COC2(C1)CCN(CC2)S(=O)(=O)C2=C(C=CC(=C2)C)OC